3-(tert-butyldimethylsilyloxy)propylamine [Si](C)(C)(C(C)(C)C)OCCCN